((6-(2-(((3-chloro-4-(4-methylpiperazin-1-yl)phenyl))amino)-6-cyclopropyl-7H-pyrrolo[2,3-d]pyrimidin-7-yl)pyridin-2-yl)imino)dimethyl-λ6-sulfanone ClC=1C=C(C=CC1N1CCN(CC1)C)NC=1N=CC2=C(N1)N(C(=C2)C2CC2)C2=CC=CC(=N2)N=S(=O)(C)C